BrC1=CC=CC(N1C1CCCC1)=O 6-bromo-1-cyclopentyl-1,2-dihydropyridin-2-one